NC=1C=C(C=C(C1)C(=O)OC)C(C(=O)O)=C (3-amino-5-(methoxycarbonyl)phenyl)acrylic acid